3-[(6-phenylpyridazin-3-yl)amino]-N-[(pyridin-3-yl)methyl]benzamide C1(=CC=CC=C1)C1=CC=C(N=N1)NC=1C=C(C(=O)NCC=2C=NC=CC2)C=CC1